C(#N)[C@H](C[C@@H]1C(NCCC1)=O)NC(=O)[C@H]1N([C@H]2CC([C@@H]1CC2)(F)F)C(=O)C=2NC1=C(C=CC(=C1C2)F)F (1R,3S,4R)-N-[(1S)-1-cyano-2-[(3R)-2-oxo-3-piperidyl]ethyl]-2-(4,7-difluoro-1H-indole-2-carbonyl)-5,5-difluoro-2-azabicyclo[2.2.2]octane-3-carboxamide